[1-(6-methyl-4-oxo-2-phenyl-chromen-8-yl) ethylamino]Tert-butyl benzoate C(C1=CC=CC=C1)(=O)OC(CNC(C)C=1C=C(C=C2C(C=C(OC12)C1=CC=CC=C1)=O)C)(C)C